OC=1C=C(CNC(=O)[C@H]2N3C4=C(C=CC=C4C2)CC[C@@H](C3=O)NC([C@H]([C@@H](CC)C)NC(COCCF)=O)=O)C=CC1 (2S,5S)-5-{(2S,3R)-2-[2-(2-Fluoro-ethoxy)-acetylamino]-3-methyl-pentanoylamino}-4-oxo-1,2,4,5,6,7-hexahydro-azepino[3,2,1-hi]indole-2-carboxylic acid 3-hydroxy-benzylamide